N-(2-fluoroethyl)2-methoxy-acetamide FCCNC(COC)=O